6-(4-isopropyl-3-(5-(piperidin-4-yl)pyridin-2-yl)-1H-pyrazol-5-yl)-8-methoxy-7-methyl-[1,2,4]triazolo[1,5-a]pyridine C(C)(C)C=1C(=NNC1C=1C(=C(C=2N(C1)N=CN2)OC)C)C2=NC=C(C=C2)C2CCNCC2